2-(4-((2R,4R)-4-fluoro-2-(hydroxymethyl)pyrrolidin-1-yl)piperidin-1-yl)-6-azaspiro[3.4]octane-6-carboxylic acid ethyl ester C(C)OC(=O)N1CC2(CC(C2)N2CCC(CC2)N2[C@H](C[C@H](C2)F)CO)CC1